diheptoyl peroxide C(CCCCCC)(=O)OOC(CCCCCC)=O